Ethyl 2-(2,6-dimethyl-4-((5-oxo-4-(4-(trifluoromethoxy)phenyl)-4,5-dihydro-1H-1,2,4-triazol-1-yl)methyl)phenoxy)-2-methylpropionate CC1=C(OC(C(=O)OCC)(C)C)C(=CC(=C1)CN1N=CN(C1=O)C1=CC=C(C=C1)OC(F)(F)F)C